(S)-2-(4-(7-(8-ethynyl-3-hydroxynaphthalene-1-yl)-8-fluoro-2-((tetrahydro-1H-pyrrolizine-7a(5H)-yl)methoxy)quinazolin-4-yl)-1-(2-fluoroacryloyl)piperazin-2-yl)acetonitrile C(#C)C=1C=CC=C2C=C(C=C(C12)C1=CC=C2C(=NC(=NC2=C1F)OCC12CCCN2CCC1)N1C[C@@H](N(CC1)C(C(=C)F)=O)CC#N)O